C1(CC1)C1=CC2=C(N=CN=C2)N1 6-cyclopropyl-7H-pyrrolo[2,3-d]pyrimidin